BrC1=CC(=C2N(C1=O)C1(CCCC1)NC2=O)C 6-bromo-8-methyl-spiro[2H-imidazo[1,5-a]pyridine-3,1'-cyclopentane]-1,5-dione